C(CCCC)C1CCC(O1)=O dihydro-5-pentyl-2(3H)-furanone